(1R,3s,5S)-8-(4-methylthiazol-2-ylmethyl)-8-azabicyclo[3.2.1]octan-3-amine CC=1N=C(SC1)CN1[C@H]2CC(C[C@@H]1CC2)N